C(O)(O)=O.C(C)O.C(C)O diethanol carbonate